2-((((((2-chloropyridin-3-yl)methyl)amino)methyl)phenoxy)methyl)nicotinonitrile ClC1=NC=CC=C1CNCC1=C(OCC2=C(C#N)C=CC=N2)C=CC=C1